ClC1=C(N)C(=CC(=C1)C#N)Cl 2,6-dichloro-4-cyanoaniline